COC1=CC=C2[C@H]([C@@H](N(C(C2=C1)=O)CC1=CC=C(C=C1)C)C1=CC=C(C=C1)C(F)(F)F)C(=O)NC1=CC(=CC=C1)N1CCN(CC1)C (3R,4R)-7-Methoxy-2-(4-methylbenzyl)-N-(3-(4-methylpiperazin-1-yl)phenyl)-1-oxo-3-(4-(trifluoromethyl)phenyl)-1,2,3,4-tetrahydroisochinolin-4-carboxamid